(O-allyloxy)amide C(C=C)O[NH-]